3-Phenyl-2-(1,1,3-trioxo-4H-1lambda6,2,4-benzothiadiazin-2-yl)propanoic acid C1(=CC=CC=C1)CC(C(=O)O)N1S(C2=C(NC1=O)C=CC=C2)(=O)=O